5-(1-(2-bromo-6-fluoropyridin-4-yl)-3-methylcyclobutyl)-4-methyl-2,4-dihydro-3H-1,2,4-triazole-3-thione BrC1=NC(=CC(=C1)C1(CC(C1)C)C=1N(C(NN1)=S)C)F